4-(2-(3,4-dimethoxyphenyl)-1-methyl-1H-pyrrolo[3,2-c]pyridin-6-yl)-[1,4'-bipiperidin] COC=1C=C(C=CC1OC)C1=CC=2C=NC(=CC2N1C)C1CCN(CC1)C1CCNCC1